S1(NCCN1)(=O)=O 1,2,5-thiadiazolidine-1,1-dioxide